C(C)(=O)N1CC(C1)C1=NN(C=2C=CC=C(C12)C1=C(C=C2C=NN(C2=C1)C)F)CC(=O)NCC(=O)NCC(=O)O (2-(3-(1-acetylazetidin-3-yl)-5'-fluoro-1'-methyl-1H,1'H-[4,6'-biindazol]-1-yl)acetyl)glycylglycine